N1=CC=CC2=C(C=CC=C12)OCC(C)O 3-(quinolin-5-yloxy)propan-2-ol